Tert-butyl (3R)-3-[(methylcarbamoyl)oxy]pyrrolidine-1-carboxylate CNC(=O)O[C@H]1CN(CC1)C(=O)OC(C)(C)C